N-propyl-2-(4-(trifluoromethyl)phenyl)Azole-4-carboxamide C(CC)NC(=O)C=1C=C(NC1)C1=CC=C(C=C1)C(F)(F)F